(2R,6R)-4-(2-fluoro-6-((1,1,1-trifluoropropan-2-yl)oxy)benzyl)-1-isobutyryl-6-methylpiperazine-2-carboxylic acid FC1=C(CN2C[C@@H](N([C@@H](C2)C)C(C(C)C)=O)C(=O)O)C(=CC=C1)OC(C(F)(F)F)C